trichloro[2-(chloromethylsilyl)ethyl]silane Cl[Si](CC[SiH2]CCl)(Cl)Cl